3-((3-bromophenyl)amino)-3-oxopropanoic acid BrC=1C=C(C=CC1)NC(CC(=O)O)=O